6-[(3S,4S)-4-amino-3-methyl-2-oxa-8-azaspiro[4.5]decan-8-yl]-3-(3,4-dichloro-2-methyl-2H-indazol-5-yl)-5-methyl-1H,4H,5H-pyrazolo[3,4-d]pyrimidin-4-one N[C@@H]1[C@@H](OCC12CCN(CC2)C=2N(C(C1=C(N2)NN=C1C1=C(C2=C(N(N=C2C=C1)C)Cl)Cl)=O)C)C